5-(3-chloro-4-((4-methylpyrimidin-2-yl)oxy)phenyl)-6-(6-ethynyl-4-methylpyridin-3-yl)-7-methyl-7H-pyrrolo[2,3-d]pyrimidin-4-amine ClC=1C=C(C=CC1OC1=NC=CC(=N1)C)C1=C(N(C=2N=CN=C(C21)N)C)C=2C=NC(=CC2C)C#C